CN(C)CC1=CC=CC=C1 N,N-Dimethylbenzyl-amin